(S)-1-((S)-1-(2-((1R*,2R)-1-Amino-2-((1,1,1-trifluoro-2-methylpropan-2-yl)oxy)propyl)-1H-benzo[d]imidazol-5-yl)-2-methoxyethyl)-4-(trifluoromethyl)imidazolidin-2-one N[C@@H]([C@@H](C)OC(C(F)(F)F)(C)C)C1=NC2=C(N1)C=CC(=C2)[C@@H](COC)N2C(N[C@@H](C2)C(F)(F)F)=O |o1:1|